N-(4-(4-((1-isopropylpiperidin-4-yl)oxy)-3-methyl-1H-pyrazolo[3,4-d]pyrimidin-6-yl)phenyl)ethenesulfonamide C(C)(C)N1CCC(CC1)OC1=C2C(=NC(=N1)C1=CC=C(C=C1)NS(=O)(=O)C=C)NN=C2C